[Cl-].[Cl-].CC1=C(C(=C(C1(C)[Zr+2]C1C(=CC2=CC=CC=C12)C)C)C)C (pentamethylcyclopentadienyl)(2-methylindenyl)zirconium dichloride